Pentaerythritol bis(2,6-di-tert-butyl-4-methylphenyl)phosphite C(C)(C)(C)C1=C(C(=CC(=C1)C)C(C)(C)C)P(O)(O)(C1=C(C=C(C=C1C(C)(C)C)C)C(C)(C)C)OCC(CO)(CO)CO